C(#C)C1=CC=C(C=C1)CO 4-ethynylbenzenemethanol